4-methyl-4-{5-[(1S,2R)-2-methylcyclopropyl]-1,2,4-oxadiazol-3-yl}piperidine-1-carboxamide CC1(CCN(CC1)C(=O)N)C1=NOC(=N1)[C@@H]1[C@@H](C1)C